FC=1C(=CC(=C(C(=O)NC2=C(C=C(C=C2)C(F)(F)F)C)C1)O[C@H](C(F)(F)F)C)N1N=C2COCCN2C1=O 5-fluoro-N-[2-methyl-4-(trifluoromethyl)phenyl]-4-(3-oxo-5,6-dihydro-3H-[1,2,4]triazolo[3,4-c]-[1,4]oxazin-2(8H)-yl)-2-{[(2S)-1,1,1-trifluoropropan-2-yl]oxy}benzamide